trifluoromethyl-bicyclo[1.1.1]pentane FC(F)(F)C12CC(C1)C2